benzenesulfonic acid imidazole salt N1C=NC=C1.C1(=CC=CC=C1)S(=O)(=O)O